N-[[3-[4-[(5-Cyclopropyl-1H-pyrazol-3-yl)amino]pyrimidin-2-yl]-3-azabicyclo[3.1.1]heptan-1-yl]methyl]acetamide C1(CC1)C1=CC(=NN1)NC1=NC(=NC=C1)N1CC2(CC(C1)C2)CNC(C)=O